C=C(C(=O)N)CCCCCCC methylenenonanamide